C1=NC=CC2=C(C=CC=C12)NS(=O)(=O)C1=NC=C(C=C1)C N-(isoquinolin-5-yl)-5-methylpyridine-2-sulfonamide